{2,8-Dimethylimidazo[1,2-a]pyridin-6-yl}-2-[6-(1-methylazetidin-3-yl)pyridazin-3-yl]phenol CC=1N=C2N(C=C(C=C2C)C=2C(=C(C=CC2)O)C=2N=NC(=CC2)C2CN(C2)C)C1